6-(3-fluorophenyl)-2-azaspiro[3.3]hept-5-ene FC=1C=C(C=CC1)C1=CC2(CNC2)C1